trans-N1-(5-(3-(2-methoxyethyl)-2-methyl-3H-imidazo[4,5-b]pyridin-5-yl)pyrrolo[2,1-f][1,2,4]triazin-2-yl)cyclohexane-1,4-diamine COCCN1C(=NC=2C1=NC(=CC2)C=2C=CN1N=C(N=CC12)N[C@@H]1CC[C@H](CC1)N)C